OC1=C(C=CC=C1)CCNCCC1=CC=C(C#N)C=C1 4-(2-{[2-(2-hydroxyphenyl)ethyl]amino}ethyl)benzonitrile